Methyl 2-(2,6-difluorophenyl)-2-methylpropanoate FC1=C(C(=CC=C1)F)C(C(=O)OC)(C)C